5-((1-(tert-butyl)-3-(3-(pyridazin-3-yloxy)cyclopentyl)-1H-pyrazol-5-yl)amino)-4-fluoro-2-(4-methoxybenzyl)-2,3-dihydrobenzo[d]isothiazole 1,1-dioxide C(C)(C)(C)N1N=C(C=C1NC=1C=CC2=C(CN(S2(=O)=O)CC2=CC=C(C=C2)OC)C1F)C1CC(CC1)OC=1N=NC=CC1